(S)-2-((6-cyanobenzo-[d]thiazol-2-yl)amino)-N-methyl-N-(pyrrolidin-3-yl)isonicotinamide C(#N)C1=CC2=C(N=C(S2)NC=2C=C(C(=O)N([C@@H]3CNCC3)C)C=CN2)C=C1